FC(C1=CC=C(C=C1)NC=1C(=NC=CN1)N1C[C@@H](NCC1)C(=O)N)(F)F (R)-4-(3-((4-(trifluoromethyl)phenyl)amino)pyrazin-2-yl)piperazine-2-carboxamide